CC1=C(N(C=C1F)C1=C(C(=C(C=C1)Br)F)N)C(=O)OC[C@H]1N(CC(C1)C1=CC=C(C=C1)C(F)(F)F)C1=CC=C(C=C1)[N+](=O)[O-] ((2S)-1-(4-nitrophenyl)-4-(4-(trifluoromethyl)phenyl)pyrrolidin-2-yl)methanol Methyl-1-(2-amino-4-bromo-3-fluorophenyl)-4-fluoro-1H-pyrrole-2-carboxylate